COC1(C(\C(\[C@H]2C[C@@H]12)=C(\C(F)(F)F)/[O-])=O)OC.[Li+] lithium (Z)-1-((1s,5R)-4,4-dimethoxy-3-oxobicyclo[3.1.0]hexan-2-ylidene)-2,2,2-trifluoroethan-1-olate